ClC=1C=C(C(=O)NC(C)C=2N(N=CN2)C(=NOCC)C)C=C(C1)C(F)(F)F 3-chloro-N-[1-[2-(N-ethoxy-C-methyl-carbonimidoyl)-1,2,4-triazol-3-yl]ethyl]-5-(trifluoromethyl)benzamide